6-fluoro-5-hydroxy-7-(3-hydroxyazetidin-1-yl)-4-oxo-1-(1,3-thiazol-2-yl)-1,4-dihydro-1,8-naphthyridine-3-carboxylic acid FC=1C(=C2C(C(=CN(C2=NC1N1CC(C1)O)C=1SC=CN1)C(=O)O)=O)O